1-(pyridin-4-yl)guanidine N1=CC=C(C=C1)NC(=N)N